CC1=CC=2N(C=C1C1CCN(CC1)S(=O)(=O)C=1C(=NN(C1)C([2H])([2H])[2H])C)N=CN2 7-methyl-6-(1-((3-methyl-1-(methyl-d3)-1H-pyrazol-4-yl)sulfonyl)piperidin-4-yl)-[1,2,4]triazolo[1,5-a]pyridine